CC=1C(OC(C1C)=O)O\C=C(\C(=O)OCC)/N1C(=NC2=C1C=CC=C2)C ethyl (Z)-3-[(3,4-dimethyl-5-oxo-2H-furan-2-yl)oxy]-2-(2-methylbenzimidazol-1-yl)prop-2-enoate